ClC=1C=CC(=NC1)[C@@]1(OC2=C(O1)C=CC=C2C2CCN(CC2)CC2=NC1=C(N2C[C@H]2OCC2)C(=CC(=C1)C1=NOC(N1)=O)F)C 3-(2-((4-((S)-2-(5-chloropyridin-2-yl)-2-methylbenzo[d][1,3]dioxol-4-yl)piperidin-1-yl)methyl)-7-fluoro-1-(((S)-oxetan-2-yl)methyl)-1H-benzo[d]imidazol-5-yl)-1,2,4-oxadiazol-5(4H)-one